C(C)(C)(C)OC(=O)N1[C@@H]2[C@H](N(C[C@H]1CC2)C=2C1=C(N=C(N2)SCC)C(=C(N=C1Br)Cl)F)\C=C/C (1S,2R,5R)-3-(5-bromo-7-chloro-2-(ethylsulfanyl)-8-fluoropyrido[4,3-d]pyrimidin-4-yl)-2-((Z)-prop-1-en-1-yl)-3,8-diazabicyclo[3.2.1]octane-8-carboxylic acid tert-butyl ester